2,6-dichloro-naphthalene dichloride [Cl-].[Cl-].ClC1=CC2=CC=C(C=C2C=C1)Cl